BrC=1C(=CC(=NC1)N1CCC(CC1)C1=CC=C(OCCN2[C@@H](C(N(CC2)C)=O)C)C=C1)OC (R)-4-{2-[4-(1-(5-bromo-4-methoxypyridin-2-yl)piperidin-4-yl)phenoxy]ethyl}-1,3-dimethylpiperazin-2-one